2,5-diphenyl-3,4-bis[4-(2-phenylethynyl)phenyl]-2,4-cyclopentadien-1-one C1(=CC=CC=C1)C=1C(C(=C(C1C1=CC=C(C=C1)C#CC1=CC=CC=C1)C1=CC=C(C=C1)C#CC1=CC=CC=C1)C1=CC=CC=C1)=O